ClC=1C(=C(C=2C(=C(SN2)N2[C@@H]3CCN([C@@H]3C2)C(C=C)=O)C1)F)C1=CC(=CC2=CC=CC=C12)O 1-((1R,5R)-6-(5-chloro-7-fluoro-6-(3-hydroxy-1-naphthalenyl)-2,1-benzo-thiazol-3-yl)-2,6-diaza-bicyclo[3.2.0]heptan-2-yl)-2-propen-1-one